OC(C(=O)N1CCN(CC1)C=1C=CC=2N(C1)N=CC2C#N)C2=CC=CC=C2 6-(4-(2-hydroxy-2-phenylacetyl)piperazin-1-yl)pyrazolo[1,5-a]pyridine-3-carbonitrile